3-isopropyl-6,7-dihydro-5H-cyclopenta[c]pyridine-4-carboxylic acid C(C)(C)C1=C(C2=C(C=N1)CCC2)C(=O)O